1-((3-(2,6-dioxopiperidin-3-yl)-4-oxo-3,4-dihydrophthalazin-5-yl)amino)-3,6,9,12-tetraoxapentadecane O=C1NC(CCC1N1N=CC2=CC=CC(=C2C1=O)NCCOCCOCCOCCOCCC)=O